C(C1=CC=CC=C1)C1(CC1)N(C(CC[C@H](NC([C@H](CC1CCCCC1)NC(=O)OCC1=CC(=CC=C1)Cl)=O)C(=O)OC)=O)C methyl N5-(1-benzylcyclopropyl)-N2-((S)-2-((((3-chlorobenzyl)oxy)carbonyl)amino)-3-cyclohexylpropanoyl)-N5-methyl-L-glutaminate